BrC1=CC2=C(C3=NC=C(C=C3N2C(C2CCOCC2)C2=CC=CC=C2)C(C)=O)S1 1-(2-bromo-4-(phenyl-(tetrahydro-2H-pyran-4-yl)methyl)-4H-thieno[2',3':4,5]Pyrrolo[3,2-b]Pyridine-6-yl)ethan-1-one